N-(1-acetylazetidin-3-yl)-3-{[8-(3-methyl-1-benzothiophen-5-yl)quinoxalin-6-yl]amino}pyridine C(C)(=O)N1CC(C1)N1CC(=CC=C1)NC=1C=C2N=CC=NC2=C(C1)C=1C=CC2=C(C(=CS2)C)C1